CNN(C(=O)NN)OCC=O N-methyl-N'-oxoethoxycarbohydrazide